[Li].FC(C(OC(C(OC(=C(F)F)F)(F)F)(C(F)(F)F)F)(F)F)(F)F perfluoro(4-methyl-3,6-dioxa-7-octene) lithium